2-cyanoethyl (6-palmitamidohexyl) diisopropylphosphoramidite C(C)(C)N(P(OCCC#N)OCCCCCCNC(CCCCCCCCCCCCCCC)=O)C(C)C